C(=C)C1=CC=C(COCCOCCO)C=C1 2-(2-(4-vinylbenzyloxy)ethoxy)ethanol